N-(2-bromo-5-fluorobenzylidene)-2-methylpropan-2-sulfinamide BrC1=C(C=NS(=O)C(C)(C)C)C=C(C=C1)F